2-(4-chloro-2,3-dihydro-1H-inden-2-yl)-2-(2-trimethylsilylethoxycarbonylamino)acetic acid ethyl ester C(C)OC(C(NC(=O)OCC[Si](C)(C)C)C1CC2=CC=CC(=C2C1)Cl)=O